C(C)(C)P(C(C)C)C(C)C.C(C)(C)P(C(C)C)C(C)C.[Pd] palladium bis(triisopropylphosphine)